(2-chlorophenyl)-1-cyclopenten-1-ylmethanone ClC1=C(C=CC=C1)C(=O)C1=CCCC1